O1C(NC2=C1C=CC(=C2)C2(NC(=NC=C2F)NC=2C=CC(=NC2)N2[C@@H]1CN([C@H](C2)C1)C)N)=O 4-(benzoxazolin-2-one-5-yl)-N2-[2-((1S,4S)-5-methyl-2,5-diazabicyclo[2.2.1]hept-2-yl)pyridin-5-yl]-5-fluoropyrimidine-2,4-diamine